CN1C(C2=CC=CC=C2C12CCN(CC2)C2=NC(=C(C#N)C(=C2)N2CC(C2)N2CCNCC2)C(F)(F)F)=O 6-(2-Methyl-3-oxospiro[isoindoline-1,4'-piperidin]-1'-yl)-4-(3-(piperazin-1-yl)azetidin-1-yl)-2-(trifluoromethyl)nicotinonitrile